rac-4-{[3-(4-{[(3R,4S)-3-fluoro-1-methylpiperidin-4-yl]amino}-1-(2,2,2-trifluoroethyl)-1H-indol-2-yl)prop-2-yn-1-yl]amino}-3-methoxybenzamide F[C@@H]1CN(CC[C@@H]1NC1=C2C=C(N(C2=CC=C1)CC(F)(F)F)C#CCNC1=C(C=C(C(=O)N)C=C1)OC)C |r|